C(CCCCCCCCC)(=O)OCCOC(=O)OC1=CC=C(C=C1)S(=O)(=O)[O-].[Na+] sodium 4-(2-decanoyloxyethoxycarbonyloxy)benzenesulfonate